methyl 1,6-dimethyl-2-oxo-6,7-dihydro-5H-cyclopenta[b]pyridine-3-carboxylate CN1C2=C(C=C(C1=O)C(=O)OC)CC(C2)C